(E)-3-(benzo[d]thiazol-2-yl)-4-(1-methyl-3-(o-tolyl)-1H-pyrazol-4-yl)but-3-enoic acid S1C(=NC2=C1C=CC=C2)\C(\CC(=O)O)=C\C=2C(=NN(C2)C)C2=C(C=CC=C2)C